FC(=C(F)F)[B-](C(=C(F)F)F)(C(=C(F)F)F)C(=C(F)F)F tetrakis(1,2,2-trifluoroethenyl)borate